C12CN(CC2C1)C(=O)C=1C=NN2C1CN(CC2)C(=O)C=2NC1=CC=CC=C1C2 2-(3-{3-azabicyclo[3.1.0]hexane-3-carbonyl}-4H,5H,6H,7H-pyrazolo[1,5-a]pyrazine-5-carbonyl)-1H-indole